C1(CCCCC1)N(C1CCCCC1)C N,N-Dicyclohexylmethylamin